(3-fluoro-4-formyl-5-methoxyphenyl)boronic acid FC=1C=C(C=C(C1C=O)OC)B(O)O